5-cyclopropyl-2-methylpiperazine-1-carboxylate C1(CC1)C1NCC(N(C1)C(=O)[O-])C